4-(5-fluoropyridin-3-yl)-10,10-dimethyl-9-oxo-1-oxa-4-azaspiro[5.5]undec-7-ene-8-carbonitrile 2,2,2-trifluoroacetate FC(C(=O)O)(F)F.FC=1C=C(C=NC1)N1CCOC2(C1)C=C(C(C(C2)(C)C)=O)C#N